5-Chloro-N-(6-(3,3-dimethylbutanoyl)-5,6,7,8-tetrahydro-1,6-naphthyridin-3-yl)-2-methoxybenzenesulfonamide ClC=1C=CC(=C(C1)S(=O)(=O)NC=1C=NC=2CCN(CC2C1)C(CC(C)(C)C)=O)OC